C1(CCCC1)CC1=CC=C(C=C1)C=1NC=2N(C(C1)=O)N=C(C2C(=O)N2[C@H]([C@H](C2)CF)C)C2=NC=CC=N2 5-(4-(cyclopentylmethyl)phenyl)-3-((2S,3S)-3-(fluoromethyl)-2-methylazetidin-1-carbonyl)-2-(pyrimidin-2-yl)pyrazolo[1,5-a]pyrimidin-7(4H)-one